1-(1H-Indazol-5-yl)dihydropyrimidine-2,4(1H,3H)-dione N1N=CC2=CC(=CC=C12)N1C(NC(CC1)=O)=O